cobalt (ii) nitrate [N+](=O)([O-])[O-].[Co+2].[N+](=O)([O-])[O-]